2-(difluoromethoxy)-5-fluoro-N-(7-fluoro-2,3-dihydrobenzofuran-3-yl)-N-methylnicotinamide FC(OC1=C(C(=O)N(C)C2COC3=C2C=CC=C3F)C=C(C=N1)F)F